FC(C(=O)O)(F)F.CC1=NOC(=C1C1=CC=C2C=3N(C(COC31)C=3C(=NC=CC3)C(=O)N)C(N2)=O)C 3-[7-(3,5-Dimethylisoxazol-4-yl)-2-oxo-1,2,4,5-tetrahydroimidazo[1,5,4-de][1,4]benzoxazin-4-yl]pyridine-2-carboxamide trifluoroacetate